tert-butyl (2-(2-(3,3-difluoroazetidin-1-yl)ethyl)-4-methyl-5-oxo-5,6,7,8-tetrahydro-4H-pyrazolo[1,5-a][1,3]diazepin-6-yl)carbamate FC1(CN(C1)CCC1=NN2C(N(C(C(CC2)NC(OC(C)(C)C)=O)=O)C)=C1)F